1-(2-chloro-ethyl)-3-cyclohexyl-1-nitrosourea ClCCN(C(=O)NC1CCCCC1)N=O